BrC1=CC(=C2C(=NN(C2=C1)C)C#N)C 6-bromo-1,4-dimethyl-indazole-3-carbonitrile